ClC=1C=CC(=C(C1)C1=CC(N(C=C1OC)C(C(=O)NC1=CC(=C(C(=O)N)C=C1)F)CCOC)=O)C1=CN=CO1 4-[(2-{4-[5-chloro-2-(1,3-oxazol-5-yl)phenyl]-5-methoxy-2-oxopyridin-1(2H)-yl}-4-methoxybutyryl)amino]-2-fluorobenzamide